COC(=O)C=1C(=CC(N(C1)N1CCN(CC1)C(=O)OC(C)(C)C)=O)OS(=O)(=O)C(F)(F)F tert-butyl 4-(5-(methoxycarbonyl)-2-oxo-4-(((trifluoromethyl)sulfonyl)oxy)pyridin-1(2H)-yl)piperazine-1-carboxylate